FC=1C=C(CNC=2C=C3C(=NNC3=CC2)C(C(=O)N)=C)C=C(C1)F (5-((3,5-difluorobenzyl)amino)-1H-indazol-3-yl)acrylamide